tert-butyl (1R,5R)-6-(4-amino-5-fluoro-6-(8-((triisopropylsilyl)ethynyl)naphthalen-1-yl)pyridine-3-carbonothioyl)-2,6-diazabicyclo[3.2.0]heptane-2-carboxylate NC1=C(C=NC(=C1F)C1=CC=CC2=CC=CC(=C12)C#C[Si](C(C)C)(C(C)C)C(C)C)C(=S)N1[C@@H]2CCN([C@@H]2C1)C(=O)OC(C)(C)C